tripropylene glycol monon-butyl ether C(CCC)OC(C)COC(C)COC(C)CO